ClC=1C=C(C=C2C=C(N=NC12)NC(=O)[C@H]1[C@H](C1)F)C=1C(=CC(=NC1)NC(OC(C)(C)C)=O)C tert-Butyl 5-(8-chloro-3-((1S,2S)-2-fluorocyclopropanecarboxamido)cinnolin-6-yl)-4-methylpyridin-2-ylcarbamate